vinyl-(vinyl-trichlorosilane) C(=C)C=C[Si](Cl)(Cl)Cl